COCCOCCOCCOCCOCCC 2,5,8,11,14-pentaoxaheptadecan